3-amino-7-fluoro-8-bromo-N-(3,3,3-trifluoropropyl)imidazo[1,2-a]pyridine-2-carboxamide NC1=C(N=C2N1C=CC(=C2Br)F)C(=O)NCCC(F)(F)F